CN(C)CC1CN(CCC1)C1=C(C=NC=2NC3=C(C=C(C(=C3C21)F)F)NC)C=2C=C1C(C(=CN(C1=NC2)C)C(=O)O)=O 6-[4-[3-[(dimethylamino)methyl]-1-piperidinyl]-5,6-difluoro-8-(methylamino)-9H-pyrido[2,3-b]indol-3-yl]-1-methyl-4-oxo-1,8-naphthyridine-3-carboxylic acid